BrC1=NN(C(=C1)C(=O)N(C)C1=C(C=C(C=C1C(=O)ONC1CC1)Cl)Br)C1=NC=CC=C1Cl 3-bromo-1-(3-chloropyridin-2-yl)-N-(2-bromo-4-chloro-6-(cyclopropylaminocarboxy)phenyl)-N-methyl-1H-pyrazole-5-carboxamide